NCCOCCNC(OC(C)(C)C)=O tert-butyl N-[2-(2-aminoethoxy)ethyl]carbamate